(E)-ethyl 3-(3-(2-hydroxypropan-2-yl)-1,2,4-oxadiazol-5-yl)acrylate OC(C)(C)C1=NOC(=N1)/C=C/C(=O)OCC